O=S1(NC2(CN(C2)C(=O)N2CC3(C2)CC(C3)CC3=CC=C(C=C3)S(=O)(=N)C(F)(F)F)CC1)=O (6,6-dioxo-6lambda6-thia-2,5-diazaspiro[3.4]octan-2-yl)-[6-[[4-(trifluoromethylsulfonimidoyl)phenyl]methyl]-2-azaspiro[3.3]heptan-2-yl]methanone